4,6-dimethyl-2-(methylthio)pyrimidine CC1=NC(=NC(=C1)C)SC